NC=1C(=NNC1)C=1SC2=C(C1)C=C(C=C2OC)C 4-amino-3-(7-methoxy-5-methylbenzothiophen-2-yl)-1H-pyrazole